S1C(=NC2=C1C=CC=C2)[C@H]2N(CCC1=C2N=CN1)C(=O)C1=C(N=C(O1)N1CCC(CC1)F)C#N (S)-5-(4-(benzo[d]thiazol-2-yl)-4,5,6,7-tetrahydro-1H-imidazo[4,5-c]pyridine-5-carbonyl)-2-(4-fluoropiperidin-1-yl)oxazole-4-carbonitrile